N[C@@H]1CN(CC[C@H]1O)C1=NC2=C(N1CC1=NC=C(C#N)C=C1)C=CC(=C2)F 6-((2-((3R,4R)-3-amino-4-hydroxypiperidin-1-yl)-5-fluoro-1H-benzo[d]imidazol-1-yl)methyl)nicotinonitrile